4-methyl-1-[(1R)-1-methyl-2-(4-methylsulfonylpiperazin-1-yl)ethyl]-5-[[2-[6-(2,2,2-trifluoroethyl)quinazolin-4-yl]-2,7-diazaspiro[3.5]nonan-7-yl]methyl]indole-2-carbonitrile CC1=C2C=C(N(C2=CC=C1CN1CCC2(CN(C2)C2=NC=NC3=CC=C(C=C23)CC(F)(F)F)CC1)[C@@H](CN1CCN(CC1)S(=O)(=O)C)C)C#N